P(=O)(OC(C1=C(C=C(C=C1C)C)C)=O)(OC(C1=C(C=C(C=C1C)C)C)=O)[O-].[Na+] sodium bis(2,4,6-trimethylbenzoyl) phosphate